4-amino-1-methyl-imidazo[1,5-a]quinoxaline-8-carboxylic acid NC=1C=2N(C3=CC(=CC=C3N1)C(=O)O)C(=NC2)C